(E)-3-(2-((4-((S)-2-(4-chlorophenyl)-2-methylbenzo[d][1,3]dioxol-4-yl)piperidin-1-yl)methyl)-1-(((S)-oxetan-2-yl)methyl)-1H-imidazol-5-yl)-2-methylacrylic acid ClC1=CC=C(C=C1)[C@@]1(OC2=C(O1)C=CC=C2C2CCN(CC2)CC=2N(C(=CN2)/C=C(/C(=O)O)\C)C[C@H]2OCC2)C